NCC1=NN(C=C1)C=1C(=C(C#N)C=CC1)C(F)(F)F (3-aminomethyl-1H-pyrazol-1-yl)-2-trifluoromethyl-benzonitrile